FC(OC1=CC=C2C(=CN(C(C2=C1)=O)C1=C2C=CN(C2=CC(=C1)F)C)C(=O)N1CCCCC1)F 7-(difluoromethoxy)-2-(6-fluoro-1-methyl-1H-indol-4-yl)-4-(piperidine-1-carbonyl)isoquinolin-1(2H)-one